C1(CCC(N1OON1C(CCC1=O)=O)=O)=O succinimido peroxide